COC=1C=C(C=CC1OC)C1=NN=C(O1)NC=1NC2=C(C(=NC=C2)OC)N1 5-(3,4-dimethoxyphenyl)-N-(4-methoxy-1H-imidazo[4,5-c]pyridin-2-yl)-1,3,4-oxadiazol-2-amine